(-)-2-(4-chlorobenzoyl)-3-fluoro-5-(1-hydroxy-1-(pyridin-2-yl)ethyl)benzoic acid ClC1=CC=C(C(=O)C2=C(C(=O)O)C=C(C=C2F)C(C)(C2=NC=CC=C2)O)C=C1